C(C#C)OCCOCCOCCN1N=CC=C1C(=O)O 1-(2-(2-(2-(Prop-2-yn-1-yloxy)ethoxy)ethoxy)ethyl)-1H-pyrazole-5-carboxylic acid